FC=1C(=NC=2C(=C(N=NC2Cl)Cl)N1)F 2,3-difluoro-5,8-dichloropyrazino[2,3-D]Pyridazine